(ethylamino)hexane-1,2,3,4,5-penta-ol C(C)NC(C(C(C(C(C)O)O)O)O)O